6-iodo-3-((2-(4-methoxyphenyl)-2,3-dihydrobenzo[b][1,4]dioxin-6-yl)methyl)-3H-imidazo[4,5-b]pyridine IC=1C=C2C(=NC1)N(C=N2)CC2=CC1=C(OC(CO1)C1=CC=C(C=C1)OC)C=C2